tert-butyl (2R,5S)-5-[4-chloro-3-(trifluoromethyl)benzamido]-2-{5-[2-(trifluoromethoxy)ethoxy]-1,3,4-oxadiazol-2-yl}piperidine-1-carboxylate ClC1=C(C=C(C(=O)N[C@H]2CC[C@@H](N(C2)C(=O)OC(C)(C)C)C=2OC(=NN2)OCCOC(F)(F)F)C=C1)C(F)(F)F